COC(C1=CC(=CC(=C1)OCCCl)Br)=O 3-bromo-5-(2-chloroethoxy)benzoic acid methyl ester